3-cyano-4-methyl-6-hydroxy-N-ethyl-pyridone C(#N)C=1C(N(C(=CC1C)O)CC)=O